FC=1C=C(C(=O)NCC2=C3C(=NNC3=CC=C2)C)C=CC1OC(F)(F)F 3-fluoro-N-((3-methyl-1H-indazol-4-yl)methyl)-4-(trifluoromethoxy)-benzamide